CN(CCOC1=C(C=CC=2C3=CC(=CC=C3NC12)F)NC1=CC=CC=C1)C 1-(2-(dimethylamino)ethoxy)-6-fluoro-N-phenyl-9H-carbazol-2-amine